(Z)-ethyl 2-((3,6-dichloro-9H-xanthen-9-yl)carbamoyl)-3-(dimethylamino)acrylate ClC=1C=CC=2C(C3=CC=C(C=C3OC2C1)Cl)NC(=O)/C(/C(=O)OCC)=C/N(C)C